C(C#CC)N1C(C2(CC1)NC(C1=CC(=CC=C12)F)=O)=O 1'-but-2-ynyl-6-fluoro-spiro[isoindoline-3,3'-pyrrolidine]-1,2'-dione